(2S,3S,4R,5S)-N-(3-Carbamoyl-4-fluoro-phenyl)-3-[2-(difluoromethoxy)-4-fluoro-phenyl]-4,5-dimethyl-5-(trifluoromethyl)tetrahydrofuran-2-carboxamid C(N)(=O)C=1C=C(C=CC1F)NC(=O)[C@H]1O[C@@]([C@@H]([C@H]1C1=C(C=C(C=C1)F)OC(F)F)C)(C(F)(F)F)C